COCCS(=O)(=O)NC 2-methoxy-N-methylethane-1-sulfonamide